3-(2-(1H-indol-7-yl)-6-(phenylamino)phenyl)-N,N-dimethylpropanamide N1C=CC2=CC=CC(=C12)C1=C(C(=CC=C1)NC1=CC=CC=C1)CCC(=O)N(C)C